2-{5-[(7R,14R)-1-(difluoromethoxy)-10-fluoro-5-oxo-5,6,7,14-tetrahydro-7,14-methanobenzimidazo[1,2-b][2,5]benzodiazocin-11-yl]pyrimidin-2-yl}propan-2-yl phosphate, disodium salt [Na+].[Na+].P(=O)(OC(C)(C)C1=NC=C(C=N1)C=1C(=CC2=C(C1)N1[C@H]3C4=C(C(N[C@@H](C1=N2)C3)=O)C=CC=C4OC(F)F)F)([O-])[O-]